O[C@@H](CNC(=O)C1CNC1)[C@H]([C@@H]([C@@H](CO)O)O)O |r| N-[rac-(2S,3R,4R,5R)-2,3,4,5,6-pentahydroxyhexyl]azetidine-3-carboxamide